Cl.C=O methanone, hydrochloride salt